C12CN(CC2C1)C1=C(C(=C(C=C1)CN1C=NC(=C1)C(=O)O)Cl)C#N 1-[(4-{3-Azabicyclo[3.1.0]hex-3-yl}-2-chloro-3-cyanophenyl)methyl]-1H-imidazole-4-carboxylic acid